OCCNCCCCCCC(C(=O)OCCCCCCCCC(C)C)C 9-methyldecyl 8-(2-hydroxyethylamino)-2-methyloctanoate